N-butan-2-yl-2-[1-[(2,3-difluorophenyl)methyl]-5-oxopyrrolidin-2-yl]acetamide CC(CC)NC(CC1N(C(CC1)=O)CC1=C(C(=CC=C1)F)F)=O